6-chloro-4-methoxy-3-(trifluoromethyl)-1-((2-(trimethylsilyl)ethoxy)methyl)-1H-pyrazolo[3,4-d]pyrimidine ClC1=NC(=C2C(=N1)N(N=C2C(F)(F)F)COCC[Si](C)(C)C)OC